6-[(4-methoxybenzyl)(4-dimethylaminobenzyl)aminocarbonyloxymethoxymethoxy]pyridine COC1=CC=C(CC(OC2=CC=CC=N2)OCOC(=O)NCC2=CC=C(C=C2)N(C)C)C=C1